FC=1C=C2C(=CNC(C2=CC1F)=O)NC(=O)N 1-(6,7-difluoro-1-oxo-1,2-dihydroisoquinolin-4-yl)urea